Cl.CC=1C=C(C=CC1C)NC1N(C(=NC(=N1)N)N1CCOCC1)C1=CC(=CC=C1)F N-(3,4-Dimethylphenyl)-N1-(3-fluorophenyl)-6-morpholin-4-yl-[1,3,5]triazine-2,4-diamine hydrochloride